COCCN(CC(=O)O)CC(=O)O N-(2-methoxyethyl)iminodiacetic acid